COC(/C=C/C=1C=C(C=CC1)B(O)O)=O 3-(E-3-methoxy-3-oxo-1-propen-1-yl)phenylboronic acid